O1CC(CC1)NC(=O)N1CC2=CC(=CC=C2CC1)OC1=CC=C(C=C1)C(F)(F)F N-(tetrahydrofuran-3-yl)-7-(4-(trifluorometh-yl)phenoxy)-3,4-dihydro-isoquinoline-2(1H)-carboxamide